2-fluoro-4-[(1R)-2-[1-(4-isopropylphenyl)ethyl]-6-methoxy-1-methyl-3,4-dihydro-1H-isoquinolin-5-yl]-6-methyl-phenol FC1=C(C(=CC(=C1)C1=C2CCN([C@@H](C2=CC=C1OC)C)C(C)C1=CC=C(C=C1)C(C)C)C)O